CN(C(CC(=O)O)C)C1=CC=C2C(=CC(OC2=C1)=O)C1=C(C=CC=C1)C 3-(methyl(2-oxo-4-(o-tolyl)-2H-chromen-7-yl)amino)butanoic acid